OC1=CC=C(C=C1)C(COC)=O 1-(4-hydroxyphenyl)-2-methoxyethane-1-one